C(C)(C)NC1=NC(=NC(=N1)NC=1C=NC(=CC1)NC)C1=CC=CC=C1 N2-isopropyl-N4-(6-(methylamino)pyridin-3-yl)-6-phenyl-1,3,5-triazine-2,4-diamine